6-(1-(8-(Cyclopropylmethyl)-8-azabicyclo[3.2.1]octan-3-yl)piperidin-4-yl)-4-methyl-2-(4-(methylsulfonyl)phenyl)-1H-benzo[d]imidazol C1(CC1)CN1C2CC(CC1CC2)N2CCC(CC2)C=2C=C(C1=C(NC(=N1)C1=CC=C(C=C1)S(=O)(=O)C)C2)C